C1(=CC=CC=C1)C1=NC=2N(C(=C1)C1=CC=CC=C1)N=C(C2)C(=O)NCCNC(OC(C)(C)C)=O tert-Butyl (2-(5,7-diphenylpyrazolo[1,5-a]pyrimidine-2-carboxamido)ethyl)carbamate